C[C@@]12CCC[C@@H](C2CC[C@@H]1[C@@H](CCC)C)O[Si](CC)(CC)CC (4R)-4-((1R,4S,7aR)-7a-methyl-4-((triethylsilyl)oxy)octahydro-1H-inden-1-yl)pentane